FC(S(=O)(=O)OC1=CCC(CC1)C(F)(F)F)(F)F 4-(trifluoromethyl)cyclohex-1-en-1-yl trifluoromethanesulfonate